N-Ethyl-2-((4-(7-(((2S,5R)-5-(ethylsulfonamido)tetrahydro-2H-pyran-2-yl)methyl)-2,7-diazaspiro[3.5]nonan-2-yl)-2-methylpyrimidin-5-yl)oxy)-5-fluoro-N-isopropylbenzamide C(C)N(C(C1=C(C=CC(=C1)F)OC=1C(=NC(=NC1)C)N1CC2(C1)CCN(CC2)C[C@H]2OC[C@@H](CC2)NS(=O)(=O)CC)=O)C(C)C